O(C1=CC=CC=C1)C1=C(C=O)C=CC=C1 2-phenoxybenzaldehyde